5-hydroxymethylbicyclo[2.2.1]-2-heptene OCC1C2C=CC(C1)C2